2-(6-((2S,5R)-4-(bis(4-fluorophenyl)methyl)-2,5-dimethylpiperazin-1-yl)-2-chloro-9H-purin-9-yl)-N,N-dimethylethan-1-amine FC1=CC=C(C=C1)C(N1C[C@@H](N(C[C@H]1C)C1=C2N=CN(C2=NC(=N1)Cl)CCN(C)C)C)C1=CC=C(C=C1)F